C(C)(C)N1CCC(CC1)CNC(OC(C)(C)C)=O tert-butyl ((1-isopropylpiperidin-4-yl)methyl)carbamate